FC=1C=C(C=C(C1)F)NC(=O)C1NC(OC1)=O N-(3,5-difluorophenyl)-2-oxooxazolidine-4-carboxamide